3-[1-(2-methylpropyl)pyrrolo[3,2-c]pyridin-6-yl]-1H-pyrazol-4-amine CC(CN1C=CC=2C=NC(=CC21)C2=NNC=C2N)C